F[C@H]1[C@H]2C=C[C@@H](C[C@@H]1C(=C)C=1N=NC(=CN1)C1=C(C=C(C=C1)N1N=NC=C1)O)N2 2-(3-(1-((1R,2R,3R,5R)-2-fluoro-8-azabicyclo[3.2.1]oct-6-en-3-yl)vinyl)-1,2,4-triazin-6-yl)-5-(1H-1,2,3-triazol-1-yl)phenol